2-pyrrolidonecarboxamide N1(C(CCC1)=O)C(=O)N